C=CC(=O)NCN1CCCC1.Cl N-(1-pyrrolidinylmethyl)acrylamide hydrochloride